C(CC)N(C1CC2=CC=C(C=C2CC1)N)CCC N,N-dipropyl-1,2,3,4-tetrahydronaphthalene-2,6-diamine